N-thiophthalimide C1=CC=C2C(=C1)C(=O)N(C2=O)S